O[C@@H]1[C@H](CCC1)OCC1=NC=C(C=N1)C1=C(C=CC2=C1C=CC=NN2)OC 6-(((((1S,2S)-2-hydroxycyclopentyl)oxy)methyl)pyrimidin-5-yl)-7-methoxyBenzodiazepine